1,3-bis(aminopropyl)tetramethyldisiloxane NCCC[Si](O[Si](CCCN)(C)C)(C)C